(R)-(4-amino-7-fluoroimidazo[1,5-a]quinoxalin-8-yl)(2-(4-(trifluoromethyl)phenyl)pyrrolidin-1-yl)methanone NC=1C=2N(C3=CC(=C(C=C3N1)F)C(=O)N1[C@H](CCC1)C1=CC=C(C=C1)C(F)(F)F)C=NC2